C(C=C)(=O)N1C[C@@H](N(CC1)C=1C2=C(N(C(N1)=O)C1=C(C=CC=C1S(=O)(=O)C)C(C)C)N=C(C(=C2)F)C2=C(N=CN2C)C)C ((S)-4-propenoyl-2-methylpiperazin-1-yl)-7-(1,4-dimethyl-1H-imidazol-5-yl)-6-fluoro-1-(2-isopropyl-6-(methylsulfonyl)phenyl)pyrido[2,3-d]pyrimidin-2(1H)-one